2-(phenylamino)nicotinic acid C1(=CC=CC=C1)NC1=C(C(=O)O)C=CC=N1